1-(4-bromomethylphenyl)-1H-pyrazole BrCC1=CC=C(C=C1)N1N=CC=C1